COC1=NC(=CN=C1N1N=C(N=N1)OC)OC 2,6-Dimethoxy-3-(5-methoxy-tetrazol-2-yl)-pyrazine